2-(p-chloro-anilino)-3-cyclohexylimino-5-(p-chlorophenyl)-3,5-dihydro-phenazine ClC1=CC=C(NC2=CC3=NC4=CC=CC=C4N(C3=CC2=NC2CCCCC2)C2=CC=C(C=C2)Cl)C=C1